5-[2-(2-{N-[(naphthalen-2-yl)methyl]acetamido}phenyl)ethynyl]-pyridine-2-carboxylic acid C1=C(C=CC2=CC=CC=C12)CN(C(C)=O)C1=C(C=CC=C1)C#CC=1C=CC(=NC1)C(=O)O